FC1=CC=C(C=C1)C1=NC=2C(=NC(=CC2)N2N=CC=C2)N1C=1C=C2CC[C@@H](C2=CC1)NC1CCN(CC1)C(C=C)=O 1-(4-{[(1S)-5-[2-(4-fluorophenyl)-5-(pyrazol-1-yl)imidazo[4,5-b]pyridin-3-yl]-2,3-dihydro-1H-inden-1-yl]amino}piperidin-1-yl)prop-2-en-1-one